4-(4-(3-methylpiperidin-4-yl)phenyl)-7-(4-(trifluoromethyl)phenyl)-2-naphthoic acid ethyl ester C(C)OC(=O)C1=CC2=CC(=CC=C2C(=C1)C1=CC=C(C=C1)C1C(CNCC1)C)C1=CC=C(C=C1)C(F)(F)F